OC1=C(C(=O)OC2=C(C=CC=C2)C(=O)N2CCC(CC2)OC2=NC=C(C=C2)C2=CC=C(C=C2)N(C)C)C=CC=C1 2-(4-((5-(4-(dimethylamino)phenyl)pyridin-2-yl)oxy)piperidine-1-carbonyl)phenyl 2-hydroxybenzoate